(1S,2R)-2-((S)-5-Bromo-8-((1-methyl-1H-imidazol-4-yl)methoxy)-1-((1-oxoisoindolin-2-yl)methyl)-1,2,3,4-tetrahydroisochinolin-2-carbonyl)cyclohexan BrC1=C2CCN([C@@H](C2=C(C=C1)OCC=1N=CN(C1)C)CN1C(C2=CC=CC=C2C1)=O)C(=O)C1CCCCC1